ethyl 4-(5-bromo-4-fluoro-6-methoxy-benzothien-2-yl)-4-oxobutanoate BrC=1C(=CC2=C(C=C(S2)C(CCC(=O)OCC)=O)C1F)OC